BENZIMIDAZOLYLUREA N1=C(NC2=C1C=CC=C2)NC(=O)N